N1=C(C=CC=C1)[C@@]1(CNCCO1)[2H] (S)-2-(pyridin-2-yl)morpholin-2-d